O=C1NC(CC1N1C(C2=CC=C(C=C2C1)N1CCN(CC1)C(=O)OC(C)(C)C)=O)=O tert-butyl 4-(2-(2,5-dioxopyrrolidin-3-yl)-1-oxoisoindolin-5-yl)piperazine-1-carboxylate